FC(S(=O)(=O)O)(F)F.[W+6] tungsten (VI) trifluoromethanesulfonic acid